6-(2-cyclobutyl-7H-pyrrolo[2,3-d]pyrimidin-5-yl)quinoline C1(CCC1)C=1N=CC2=C(N1)NC=C2C=2C=C1C=CC=NC1=CC2